BrC1=CC(=C(O[C@H](C(=O)O)C)C(=C1)C1=NOC=C1)Cl (2S)-2-[4-bromo-2-chloro-6-(1,2-oxazol-3-yl)phenoxy]propionic acid